1-(2'-Hydroxyethyloxy)-2,4-diaminobenzene OCCOC1=C(C=C(C=C1)N)N